C1=CC=C(C=C1)C(=O)C2=C(C(=CC=C2)O)O dihydroxybenzophenone